NC1=CC=C(OC2=CC=C(C=C2)S(=O)(=O)C2=CC=C(C=C2)OC2=CC=C(C=C2)N)C=C1 bis[4-(4-aminophenoxy)phenyl]sulfone